The molecule is a derivative of abieta-7,13-diene having an oxo group on one of the gem-dimethyl groups. It derives from a hydride of an abieta-7,13-diene. CC(C)C1=CC2=CC[C@H]3[C@](CCC[C@@]3([C@H]2CC1)C)(C)C=O